3-(2,4-dimethylphenyl)sulfonyl-9-hydroxy-4H-triazolo[1,5-a]quinazolin-5-one CC1=C(C=CC(=C1)C)S(=O)(=O)C=1N=NN2C1NC(C1=CC=CC(=C21)O)=O